CSCCCC(C[C@H](N)C(=O)[O-])C(=O)[O-] gamma-(3-methylthiopropyl)-L-glutamate